N(=C=O)CC1C2CC(C(C1)C2)CN=C=O 2,5-di(isocyanatomethyl)norbornane